FC=1C=C(C=CC1C)C12CN(CC2C1)C(=O)C1CC2(C1)NC(OC2)=O (rac)-(2s,4s)-2-(1-(3-Fluoro-4-methylphenyl)-3-azabicyclo[3.1.0]hexan-3-carbonyl)-7-oxa-5-azaspiro[3.4]octan-6-on